C(#N)C1=C(OC=2C=C3C(N(C=NC3=CC2)C2CC3(C2)CCN(CC3)C3C(CNCC3)(F)F)=O)C(=CC=C1NS(N(C)CC)(=O)=O)F 6-[2-cyano-3-[[ethyl(methyl)sulfamoyl]amino]-6-fluoro-phenoxy]-3-[7-(3,3-difluoro-4-piperidyl)-7-azaspiro[3.5]nonan-2-yl]-4-oxo-quinazoline